N4-(4-(5-chloro-3,3,6-trimethyl-2,3-dihydro-1H-pyrrolo[3,2-b]pyridin-1-yl)-1,3,5-triazin-2-yl)-N1-[2-(dimethylamino)ethyl]-5-methoxy-N1-methylbenzene-1,2,4-triamine ClC1=C(C=C2C(=N1)C(CN2C2=NC(=NC=N2)NC=2C=C(C(=CC2OC)N(C)CCN(C)C)N)(C)C)C